C(C1=CC=CC=C1)OC1=C(C(=NC(=C1)Cl)C)CC=O (4-benzyloxy-6-chloro-2-methyl-3-pyridinyl)acetaldehyde